ClC=1C=C2C(=CNC2=C(C1)NC1CCOCC1)C1=CC=CC=C1 5-chloro-3-phenyl-N-(tetrahydro-2H-pyran-4-yl)-1H-indole-7-amine